(5-amino-6-(1-oxo-1,2,3,4-tetrahydroisoquinolin-6-yl)pyrazin-2-yl)boronic acid NC=1N=CC(=NC1C=1C=C2CCNC(C2=CC1)=O)B(O)O